NC=1C=CC(=NC1N)C=1C=NC=C(C1)C(=O)OC methyl 5,6-diamino-[2,3'-bipyridine]-5'-carboxylate